N(C1=CC=CC=C1)C1CCN(CC1)CCC1=CC=CC=C1 4-anilino-N-phenethylpiperidine